N,N-dibenzyl-1-[1H-pyrazolo[3,4-b]pyridin-4-yl]pyrrolidin-3-amine C(C1=CC=CC=C1)N(C1CN(CC1)C1=C2C(=NC=C1)NN=C2)CC2=CC=CC=C2